FC1=C(C=CC(=C1F)OC)C1=CN=C2N1C=CN=C2NC2=CC(=C(C(=O)NCC1CCN(CC1)CC(=O)O)C=C2)CC 2-[4-[[[4-[[3-(2,3-difluoro-4-methoxy-phenyl)imidazo[1,2-a]pyrazin-8-yl]amino]-2-ethyl-benzoyl]amino]methyl]-1-piperidyl]acetic acid